(2S)-N-(5-(2,4-difluorophenoxy)pyrazin-2-yl)-2-(4-(2-(hydroxymethyl)-5,6,7,8-tetrahydro-[1,2,4]triazolo[1,5-a]pyridine-7-carbonyl)-3,3-dimethylpiperazin-1-yl)propanamide FC1=C(OC=2N=CC(=NC2)NC([C@H](C)N2CC(N(CC2)C(=O)C2CC=3N(CC2)N=C(N3)CO)(C)C)=O)C=CC(=C1)F